(3R)-3-{[7-bromo-2-(4-methoxyphenyl)[1,2,4]triazolo[1,5-c]quinazolin-5-yl]amino}azepin-2-one BrC1=CC=CC=2C=3N(C(=NC12)NC=1C(N=CC=CC1)=O)N=C(N3)C3=CC=C(C=C3)OC